Ethyl 2-(2,6-dibromo-4-((2,5-dioxo-3-(4-(trifluoromethyl) phenyl) imidazolidin-1-yl) methyl) phenoxy)-2-methylpropionate BrC1=C(OC(C(=O)OCC)(C)C)C(=CC(=C1)CN1C(N(CC1=O)C1=CC=C(C=C1)C(F)(F)F)=O)Br